bis[phenyl-(3-ethylphenyl)amino]-spiro[isobenzofuran-1(3H),9'-[9H]xanthen]-3-one C1(=CC=CC=C1)N(C1=CC(=CC=C1)CC)C1=C(C=2C3(C4=CC=CC=C4OC2C=C1)OC(C1=CC=CC=C13)=O)N(C1=CC=CC=C1)C1=CC(=CC=C1)CC